C(CCCC)C1(C(C(=C(C(=O)O)C=C1)C)C)N p-amyl-dimethyl-p-aminobenzoic acid